C(C)(C)(C)OC(=O)N1[C@H](C(N(C=C1)CC(=O)OCC)=O)COCC1=CC=CC=C1 (S)-2-(benzyloxymethyl)-4-(2-ethoxy-2-oxoethyl)-3-oxo-3,4-dihydropyrazine-1(2H)-carboxylic acid tert-butyl ester